ClC=1C(=C(CN(CCN)CC(F)(F)F)C=CC1)F N1-(3-chloro-2-fluorobenzyl)-N1-(2,2,2-trifluoroethyl)ethane-1,2-diamine